Cl.C(C(=C)C)(=O)OCCN L-2-aminoethyl methacrylate hydrochloride